(2S,3S,4R,5R)-3,4-dihydroxyl-N'-methyl-5-(2-(5-methylpyridin-3-yl)-6-((pyridin-2-ylmethyl)amino)-9H-purin-9-yl)tetrahydrofuran-2-carbohydrazide O[C@@H]1[C@H](O[C@H]([C@@H]1O)N1C2=NC(=NC(=C2N=C1)NCC1=NC=CC=C1)C=1C=NC=C(C1)C)C(=O)NNC